(2,2,6,6-tetra-methyl-4-piperidyl)-1,2,3,4-butanetetracarboxylate CC1(NC(CC(C1)OC(=O)CC(C(CC(=O)[O-])C(=O)[O-])C(=O)[O-])(C)C)C